(6-chloropyridin-3-yl)methyl-3-(3,5-dichlorophenyl)pyrido[2,3-d]pyrimidine-2,4(3H,8H)-dione ClC1=CC=C(C=N1)CC=1C=CNC2=NC(N(C(C21)=O)C2=CC(=CC(=C2)Cl)Cl)=O